N-(4'-(naphthalen-1-yl)-[1,1'-biphenyl]-4-Yl)-[1,1'-biphenyl]-2-amine C1(=CC=CC2=CC=CC=C12)C1=CC=C(C=C1)C1=CC=C(C=C1)NC=1C(=CC=CC1)C1=CC=CC=C1